C1(CC1)C1=NC=NC(=C1C1=NC=C(C(=N1)OCC1=CC=C(C=C1)C=1N(C=C(N1)C(F)(F)F)C)OC)C1CC1 4,6-dicyclopropyl-5-[5-methoxy-4-[[4-[1-methyl-4-(trifluoromethyl)imidazol-2-yl]phenyl]methoxy]pyrimidin-2-yl]pyrimidine